C(C)C1=C(C=CC(=C1)CN1CC2(CS(C2)(=O)=O)CC1)C1=C(C=C(C=C1)C(C(F)(F)F)(C(F)(F)F)O)C 6-((2-ethyl-4'-(1,1,1,3,3,3-hexafluoro-2-hydroxypropan-2-yl)-2'-methyl-[1,1'-biphenyl]-4-yl)methyl)-2-thia-6-azaspiro[3.4]octane 2,2-dioxide